6-((3-(4-(3-(6-(Cyclopropane-carboxamido)-1-(methylamino)-2,7-naphthyridin-4-yl)-2-methoxyphenyl)-1H-pyrazol-1-yl)azetidin-1-yl)methyl)-N-methyl-N-(2,2,2-trifluoroethyl)picolinamide C1(CC1)C(=O)NC=1C=C2C(=CN=C(C2=CN1)NC)C=1C(=C(C=CC1)C=1C=NN(C1)C1CN(C1)CC1=CC=CC(=N1)C(=O)N(CC(F)(F)F)C)OC